C1(CC1)C1=C(C=C(C=C1)C)NC1=CC(=C2C(=N1)C(=CN2C)C#N)C 5-[(2-cyclopropyl-5-methylphenyl)amino]-1,7-dimethylpyrrolo[3,2-b]pyridine-3-carbonitrile